tert-butyl N-[6-({2-[(2R)-1-methylpyrrolidin-2-yl]imidazo[1,2-a]pyrazin-6-yl}carbamoyl)hexyl]carbamate CN1[C@H](CCC1)C=1N=C2N(C=C(N=C2)NC(=O)CCCCCCNC(OC(C)(C)C)=O)C1